6-{3-Oxabicyclo[4.1.0]heptan-6-yl}-4-{[cis-4-[(4-methylpyrimidin-2-yl)amino]cyclohexyl]oxy}pyrazolo[1,5-a]pyridine-3-carbonitrile C12COCCC2(C1)C=1C=C(C=2N(C1)N=CC2C#N)O[C@@H]2CC[C@@H](CC2)NC2=NC=CC(=N2)C